C(CNCCNCCNCCNCCCCCCCCCC\C=C/CCCCCCCC(=O)N)CCCCCCCC\C=C/CCCCCCCC(=O)N (3,6,9,12-tetraazatetradecane-1,14-diyl)dioleamide